benzyl 4-[4-benzyloxy-6-fluoro-1-(4-fluorophenyl)indol-3-yl]benzoate C(C1=CC=CC=C1)OC1=C2C(=CN(C2=CC(=C1)F)C1=CC=C(C=C1)F)C1=CC=C(C(=O)OCC2=CC=CC=C2)C=C1